COC1=C(C(=O)O)C=CC(=C1)C1=NC=CN=C1NC1=CC=C(C=C1)C(F)(F)F 2-methoxy-4-[3-[4-(trifluoromethyl)anilino]pyrazin-2-yl]benzoic acid